3-(6-methoxy-2-meth-ylpyridin-3-yl)-1-(2-methyl-4-(trifluoro-methoxy)phenyl)-6-(trifluoromethyl)-2,3-dihydropyrido[3,4-d]-pyrimidin-4(1H)-one COC1=CC=C(C(=N1)C)N1CN(C2=C(C1=O)C=C(N=C2)C(F)(F)F)C2=C(C=C(C=C2)OC(F)(F)F)C